C1(CC1)C=1C=C(C=NC1)NC(=O)C=1C(=CC(=C(C1)NC(=O)C1=CN=C(S1)C)C)F N-[5-[(5-cyclopropylpyridin-3-yl)carbamoyl]-4-fluoro-2-methylphenyl]-2-methyl-1,3-thiazole-5-carboxamide